3-bromo-N-(2,6-diisopropylphenyl)-5-methylbenzamidine BrC=1C=C(C(=N)NC2=C(C=CC=C2C(C)C)C(C)C)C=C(C1)C